CC1=NC(=CC(=C1)C=1NC2=CC(=CC=C2C1C)C#CC1CCN(CC1)C(=O)OC(C)(C)C)C tert-butyl 4-((2-(2,6-dimethylpyridin-4-yl)-3-methyl-1H-indol-6-yl)ethynyl)piperidine-1-carboxylate